5-ethyl-6-fluoro-4-(8-fluoro-2-(((2R,7aS)-2-fluorotetrahydro-1H-pyrrolizin-7a(5H)-yl)methoxy)-4-(1,6-dioxa-9-azaspiro[3.6]decan-9-yl)pyrido[4,3-d]pyrimidin-7-yl)naphthalen-2-ol C(C)C1=C2C(=CC(=CC2=CC=C1F)O)C1=C(C=2N=C(N=C(C2C=N1)N1CCOCC2(CCO2)C1)OC[C@]12CCCN2C[C@@H](C1)F)F